methyl 5,6-dihydrobenzo[6,7]oxepino[2,3-c]pyridine-6-carboxylate C1=NC=CC2=C1OC1=C(C(C2)C(=O)OC)C=CC=C1